Methyl (2-((2-(4-cyano-2-methoxyphenyl)propan-2-yl)oxy)ethyl)carbamate C(#N)C1=CC(=C(C=C1)C(C)(C)OCCNC(OC)=O)OC